OCC(CO)(CO)N(CC1=CC=C(C=C1)CC(C)P(OCC)(OCC)=O)CC1=CC=C(C=C1)CC(C)P(OCC)(OCC)=O tetraethyl (((((1,3-dihydroxy-2-(hydroxymethyl)propan-2-yl)azanediyl)bis(methylene))bis(4,1-phenylene))bis(propane-1,2-diyl))bis(phosphonate)